3-((R)-2-(4-(cyclobutylamino)picolinamido)-1-hydroxyethyl)-7-hydroxy-3,4-dihydroisoquinoline C1(CCC1)NC1=CC(=NC=C1)C(=O)NC[C@@H](O)C1N=CC2=CC(=CC=C2C1)O